amino-phenyl-dimethylphosphine oxide NCP(C)(C1=CC=CC=C1)=O